CBZ-L-alaninol C(=O)(OCC1=CC=CC=C1)N[C@@H](C)CO